CN[C@@H](CCCNC(N)=N)C(=O)O N-Methyl-Arginin